FC(C1=NN(C(=C1C(=O)N[C@@H](C)C1=CC=C(S1)C(=O)OC)OC1=CC(=CC=C1)C(F)(F)F)C)F methyl (S)-5-(1-(3-(difluoromethyl)-1-methyl-5-(3-(trifluoromethyl)phenoxy)-1H-pyrazole-4-carboxamido)ethyl)thiophene-2-carboxylate